((2-(6-((2s,6r)-2,6-dimethylmorpholino) pyridin-2-yl)-1,6-naphthyridin-7-yl) methyl) carbamate C(N)(OCC1=NC=C2C=CC(=NC2=C1)C1=NC(=CC=C1)N1C[C@@H](O[C@@H](C1)C)C)=O